ClC=1C=C(C=CC1CN1N=C(N=N1)C1=NC=CC2=CC=CC=C12)C=1OC(=NN1)C(F)F 2-(3-chloro-4-((5-(isoquinolin-1-yl)-2H-tetrazol-2-yl)methyl)phenyl)-5-(difluoromethyl)-1,3,4-oxadiazole